CCNCCCCCCCCCNCC 3,13-diazapentadecan